tert-butyl 3-[4-amino-2-[(4-methoxyphenyl)methyl]pyrazol-3-yl]-6,7-dihydro-5H-pyrazolo[1,5-a]pyrimidine-4-carboxylate NC1=C(N(N=C1)CC1=CC=C(C=C1)OC)C=1C=NN2C1N(CCC2)C(=O)OC(C)(C)C